C1(=C(C=CC=C1)N1N=CC=C1C1CC2(CNC2)C1)C 6-(1-(o-tolyl)-1H-pyrazol-5-yl)-2-azaspiro[3.3]heptane